FC1=NC=C(C(=C1)NC(=O)NC1=CC(=NC=C1)C#CC=1C=C(C=CC1)C1CCN(CC1)CCCC(=O)OC(C)(C)C)CO tert-butyl 4-[4-[3-[2-[4-[[2-fluoro-5-(hydroxymethyl)-4-pyridyl]carbamoylamino]-2-pyridyl]ethynyl]phenyl]-1-piperidyl]butanoate